(S)-4-(((S)-2,3-dihydroxypropyl)(4-(5,6,7,8-tetrahydro-1,8-naphthyridin-2-yl)butyl)amino)-2-(quinazolin-4-ylamino)butanoic acid O[C@@H](CN(CC[C@@H](C(=O)O)NC1=NC=NC2=CC=CC=C12)CCCCC1=NC=2NCCCC2C=C1)CO